4-[[4-[[2-(6-methyl-2-pyridyl)pyrimidin-4-yl]amino]pyrimidin-2-yl]amino]benzenesulfonamide CC1=CC=CC(=N1)C1=NC=CC(=N1)NC1=NC(=NC=C1)NC1=CC=C(C=C1)S(=O)(=O)N